(3S,4R)-4-((5-chloro-4-(1-methyl-3H-pyrazolo[3,4-c]quinolin-8-yl)pyrimidin-2-yl)amino)tetrahydro-2H-pyran ClC=1C(=NC(=NC1)NC1CCOCC1)C1=CC=2C3=C(C=NC2C=C1)NN=C3C